C(C)(C)(C)OC(=O)NCC(=O)OC[C@@H](C)NC(=O)C1=CC2=CC=CC(=C2C=C1)OC1=CC=C(C=C1)C(F)(F)F (R)-2-(5-(4-(trifluoromethyl)phenoxy)-2-naphthamido)propyl (tertbutoxy carbonyl)glycinate